ClC=1C=CC2=C(C=C(O2)C(=O)NN2CCC(CC2)C(=O)NC2=NC3=CC=C(C=C3C=C2)Cl)C1 1-(5-chlorobenzofuran-2-carboxamido)-N-(6-chloroquinolin-2-yl)piperidine-4-carboxamide